4-methyl-6-pyrazol-1-yl-pyridin-3-yl-benzamide CC1=C(C=NC(=C1)N1N=CC=C1)C1=C(C(=O)N)C=CC=C1